CC1=CC=C(CN2C(=NC=C2)C(=O)O)C=C1 (4-methylbenzyl)-1H-imidazole-2-carboxylic acid